O1C(=CC=C1)CNC(=O)N1CC=2CN(CC2C1)S(=O)(=O)C=1C=CC2=C(N(CCO2)C)C1 N-(furan-2-ylmethyl)-5-[(4-methyl-3,4-dihydro-2H-1,4-benzoxazin-6-yl)sulfonyl]-1H,2H,3H,4H,5H,6H-pyrrolo[3,4-c]pyrrole-2-carboxamide